(S)-(4-(7-chloropyrazolo[1,5-a]pyridin-2-yl)-6,7-dihydro-1H-imidazo[4,5-c]pyridin-5(4H)-yl)(3-(difluoromethyl)-1-methyl-1H-pyrazol-5-yl)methanone ClC1=CC=CC=2N1N=C(C2)[C@H]2N(CCC1=C2N=CN1)C(=O)C1=CC(=NN1C)C(F)F